2-[(1R)-1-cyclopropylethyl]-6-isopropylphenol C1(CC1)[C@@H](C)C1=C(C(=CC=C1)C(C)C)O